2-(4-chloro-3-fluorophenoxy)-N-[(3R,6S)-6-{5-[(1S,3R)-3-(trifluoromethoxy)cyclobutyl]-1,3,4-oxadiazol-2-yl}oxan-3-yl]acetamide ClC1=C(C=C(OCC(=O)N[C@H]2CO[C@@H](CC2)C=2OC(=NN2)C2CC(C2)OC(F)(F)F)C=C1)F